C(CCCC)OC(=O)C1=C(C=CC=C1)C1C2C=CC(C1)C2 5-(n-pentyloxycarbonylphenyl)-bicyclo[2.2.1]hept-2-ene